O=C(/C=C/C=O)CC 4-oxo-(E)-2-hexenal